C1=C(C=CC2=CC=CC=C12)C(C)=O 1-(Naphthalen-2-yl)ethanone